NC1=NC=C(C=C1O[C@H](C)C=1C=C(C=CC1)NC(=O)C=1C=C2C=CC=NC2=CC1)Cl (R)-N-(3-(1-((2-amino-5-chloropyridin-3-yl)oxy)ethyl)-phenyl)quinoline-6-carboxamide